C1(CC1)C1=C(C(=NN1C1=C(N=C(O1)C)C)OCC(CO)F)[N+](=O)[O-] 3-((5-cyclopropyl-1-(2,4-dimethyloxazol-5-yl)-4-nitro-1H-pyrazol-3-yl)oxy)-2-fluoropropan-1-ol